C(#C)[C@]1([C@H](CC(O1)N1C(NC(C=C1)=O)=O)O)CO 1-((4S,5R)-5-ethynyl-4-hydroxy-5-(hydroxymethyl)tetrahydrofuran-2-yl)pyrimidine-2,4(1H,3H)-dione